FC(N1N=CC(=C1)C1=CC=C2C(=CNC2=C1)C1=NC(=NC=C1C(F)(F)F)N[C@@H]1CN(CCC1)C(=O)OC(C)(C)C)F Tert-butyl (3S)-3-[[4-[6-[1-(difluoromethyl) pyrazol-4-yl]-1H-indol-3-yl]-5-(trifluoromethyl)pyrimidin-2-yl]amino]piperidine-1-carboxylate